benzyl 7-(1-((tert-butylsulfinyl)amino)-2,2,2-trifluoroethyl)-2-azaspiro[3.5]nonane-2-carboxylate C(C)(C)(C)S(=O)NC(C(F)(F)F)C1CCC2(CN(C2)C(=O)OCC2=CC=CC=C2)CC1